CC1(CCC(CC1)(O)C=C=C)C 4,4-dimethyl-1-(propa-1,2-dien-1-yl)cyclohexan-1-ol